NC1=NC=C(C2=C1C(=C(N2C)C2=CC=C(C=C2)NC(=O)C(=C)F)C=2C=C(C(=NC2)C(=O)NCC2(CC2)F)Cl)C#CCN(C)C 5-{4-amino-7-[3-(dimethylamino)prop-1-ynyl]-2-{4-[(2-fluoroacrylamino)]phenyl}-1-methylpyrrolo[3,2-c]pyridin-3-yl}-3-chloro-N-[(fluorocyclopropyl)methyl]pyridine-2-carboxamide